ClC=1C=C(C=CC1C(=O)N1CCN(CC1)C(=O)C1CCNCC1)NC(=O)C=1N(C(=CN1)C=1C(=NN(C1)C1CS(C1)(=O)=O)C(F)(F)F)C N-(3-chloro-4-(4-(piperidine-4-carbonyl)piperazine-1-carbonyl)phenyl)-5-(1-(1,1-dioxidothietan-3-yl)-3-(trifluoromethyl)-1H-pyrazol-4-yl)-1-methyl-1H-imidazole-2-carboxamide